N=1NN=NC1CCC=1C=C(C=CC1)NC1=NC=CC(=C1)OC1=C(N=C(S1)C)C1=CC=CC=C1 N-(3-(2-(2H-tetrazol-5-yl)ethyl)phenyl)-4-((2-methyl-4-phenylthiazol-5-yl)oxy)pyridine-2-Amine